4-bromo-6-((1-hydroxythiabut-3-yl)methoxy)pyrazolo[1,5-a]pyridine-3-carbonitrile BrC=1C=2N(C=C(C1)OCC(CSO)C)N=CC2C#N